ClC=1C=NC(=C(C(=O)NC2CCC(CC2)CN2C(C(C3=CC=CC=C23)(C2=NC=C(C=C2)OC)O)=O)C1)C(F)F 5-chloro-2-(difluoromethyl)-N-((1r,4r)-4-((3-hydroxy-3-(5-methoxypyridin-2-yl)-2-oxoindolin-1-yl)methyl)cyclohexyl)nicotinamide